N-(2-hydroxy-3-(naphthalen-1-yloxy)propyl)-N-isopropylnitrous amide OC(CN(N=O)C(C)C)COC1=CC=CC2=CC=CC=C12